FC(C1=NC=CC(=C1)OC1=CC=C(C=C1)C#C[Si](C)(C)C)(F)F 2-(trifluoromethyl)-4-(4-((trimethylsilyl)ethynyl)phenoxy)pyridine